N[C@H]1C2N(CC1CC2)C(=O)C=2C=C(C1=C(SC(=C1C)C=1N(C3=CC(=CC=C3C1)C1=CC=3N(C=C1)C(=NN3)C)CC3CC3)C2)OC ((7R)-7-Amino-2-azabicyclo[2.2.1]heptan-2-yl)(2-(1-(cyclopropylmethyl)-6-(3-methyl-[1,2,4]triazolo[4,3-a]pyridin-7-yl)-1H-indol-2-yl)-4-methoxy-3-methylbenzo[b]thiophen-6-yl)methanone